methyl-2-methyl-5-((2-methylthiazol-5-yl)methoxy)-2H-indazole-3-carboxylic acid CC=1C2=C(N(N=C2C=CC1OCC1=CN=C(S1)C)C)C(=O)O